pyrrolo[2,3-d]pyrimidine-7(6H)-carboxylic acid tert-butyl ester C(C)(C)(C)OC(=O)N1CCC2=C1N=CN=C2